2-chloro-5-(4-chloro-1-methyl-5-trifluoromethyl-1H-3-pyrazolyl)-4-fluorobenzaldehyde chlorooxime ClC1=C(C(Cl)=NO)C=C(C(=C1)F)C1=NN(C(=C1Cl)C(F)(F)F)C